CC1=C(C=CC=C1C)N1CCN(CC1)C(CN1N=C(C2=C1CCC2)C(=O)N2CCC1(C(COC1)O)CC2)=O 1-[4-(2,3-dimethylphenyl)piperazin-1-yl]-2-[3-(4-hydroxy-2-oxa-8-azaspiro[4.5]decane-8-carbonyl)-5,6-dihydrocyclopenta[c]pyrazol-1(4H)-yl]ethan-1-one